ClC=1C=C(C(=O)N[C@@H](C)C2=NC=NN2C2=NC=C(C=C2)C#N)C=C(C1)SC(F)F 3-chloro-N-{(1S)-1-[1-(5-cyanopyridin-2-yl)-1H-1,2,4-triazol-5-yl]ethyl}-5-[(difluoromethyl)sulfanyl]benzamide